4-[(2-fluoro-4-chlorobenzyl)amino]-2-[(1-methyl-1H-pyrazol-4-yl)amino]pyrimidin-5-carboxamide FC1=C(CNC2=NC(=NC=C2C(=O)N)NC=2C=NN(C2)C)C=CC(=C1)Cl